[Si](C)(C)(C(C)(C)C)OCC1=CC(=C(CNC2=C3C(N(C(C3=CC=C2)=O)C2C(NC(CC2)=O)=O)=O)C=C1)F 4-((4-(((tert-butyldimethylsilyl)oxy)methyl)-2-fluorobenzyl)amino)-2-(2,6-dioxopiperidin-3-yl)isoindoline-1,3-dione